C(#N)C(CNC=1C(=CC=C2C=CC(=CC12)C1=CC=CC(=N1)C(=O)NC1C(CN(CC1)C1CCOCC1)F)OC)=C 6-{8-[(2-cyano-2-methylideneethyl)amino]-7-methoxynaphthalen-2-yl}-N-[3-fluoro-1-(oxan-4-yl)piperidin-4-yl]pyridine-2-carboxamide